BrC1=C(C=CC=C1)C1N(CCN(C1)C)C(=O)OC(C)(C)C tert-butyl 2-(2-bromophenyl)-4-methylpiperazine-1-carboxylate